BrC=1C(=C(C=C(C1)C(F)(F)F)NC(=O)C1=NC=CC=C1Cl)NC 3-chloro-pyridine-2-carboxylic acid (3-bromo-2-methylamino-5-trifluoromethyl-phenyl)-amide